2-(Cyclopropyloxy)benzol C1(CC1)OC1=CC=CC=C1